CCCCCCCCCCCCCCCC(CCCCCCCC/C=C\CCCCCCCC)O oleyl-cetyl alcohol